1-(1-propionylindol-5-yl)-N-(pyridin-3-ylmethyl)azetidine-3-carboxamide C(CC)(=O)N1C=CC2=CC(=CC=C12)N1CC(C1)C(=O)NCC=1C=NC=CC1